BrC1=CC=C2C(=NN(C2=C1F)C)N1C(NC(CC1)=O)=O 1-(6-bromo-7-fluoro-1-methyl-indazol-3-yl)hexahydropyrimidine-2,4-dione